OC1(C2=C(NC(O1)=O)C=CC=C2)C2=CC=CC=C2 4-hydroxy-4-phenyl-1,4-dihydro-2H-benzo[d][1,3]oxazin-2-one